(2-(benzyloxy)-4,6-dihydroxyphenyl)(7-fluoro-8-((tetrahydrofuran-3-yl)amino)-3,4-dihydroisoquinolin-2(1H)-yl)methanone C(C1=CC=CC=C1)OC1=C(C(=CC(=C1)O)O)C(=O)N1CC2=C(C(=CC=C2CC1)F)NC1COCC1